2-chloro-6-((tetrahydro-2H-pyran-4-yl)methoxy)pyrazine ClC1=NC(=CN=C1)OCC1CCOCC1